2-(Allyloxy)-2-oxoethyl-1-{2-bromo-4-fluoro-5-[3-methyl-2,6-dioxo-4-(trifluoromethyl)-3,6-dihydropyrimidin-1(2H)-yl]phenoxy}cyclopropancarboxylat C(C=C)OC(COC(=O)C1(CC1)OC1=C(C=C(C(=C1)N1C(N(C(=CC1=O)C(F)(F)F)C)=O)F)Br)=O